2-[2-(aminomethyl)-3,3-difluoro-allyl]-4-[3-methyl-5-[4-(morpholine-4-carbonyl)phenyl]-2-pyridinyl]-1,2,4-triazol-3-one NCC(CN1N=CN(C1=O)C1=NC=C(C=C1C)C1=CC=C(C=C1)C(=O)N1CCOCC1)=C(F)F